C1(=CC=CC=C1)NC(NC=1C=C(C=CC1)OS(=O)(=O)C1=CC(=CC=C1)C)=O 3-(3-phenylureido)phenyl-3-methylbenzenesulfonate